3'-amino-6''-(trifluoromethyl)-[3,2':6',3''-terpyridine]-4'-carboxylic acid NC=1C(=NC(=CC1C(=O)O)C=1C=NC(=CC1)C(F)(F)F)C=1C=NC=CC1